O=C(C(=O)O)CC(C)C α-ketoisocaproic acid